5-(2,5-dichloro-4-{[(1-(4-[2-(oxetan-3-yloxy)phenyl]pyridin-3-yl)cyclopropyl)amino]methyl}phenyl)-N-methyl-N-[(2S,3R,4R,5R)-2,3,4,5,6-pentahydroxyhexyl]pentanamide ClC1=C(C=C(C(=C1)CNC1(CC1)C=1C=NC=CC1C1=C(C=CC=C1)OC1COC1)Cl)CCCCC(=O)N(C[C@@H]([C@H]([C@@H]([C@@H](CO)O)O)O)O)C